2-(naphthalen-1-yl)pyridine C1(=CC=CC2=CC=CC=C12)C1=NC=CC=C1